2-(4-chloro-5-iodo-7H-pyrrolo[2,3-d]pyrimidin-7-yl)isonicotinic acid ClC=1C2=C(N=CN1)N(C=C2I)C=2C=C(C(=O)O)C=CN2